N1C[C@H](CCC1)NC(C1=CC=CC=C1)=O N-((S)-piperidin-3-yl)benzamide